O1C(=CC=C1)C(S\C(=C(\C)/N(C=O)CC=1C(=NC(=NC1)C)N)\CCOP(=O)(O)O)=O (Z)-S-(2-(N-((4-amino-2-methylpyrimidin-5-yl)methyl)formamido)-5-(phosphonooxy)pent-2-en-3-yl) furan-2-carbothioate